4-tert-butoxy-2-{4-[5-chloro-2-(1,3-oxazol-5-yl)phenyl]-5-methoxy-2-oxopyridin-1(2H)-yl}butanoic acid C(C)(C)(C)OCCC(C(=O)O)N1C(C=C(C(=C1)OC)C1=C(C=CC(=C1)Cl)C1=CN=CO1)=O